(4-(3,4-bis(1-hydroxy-1,3-dihydrobenzo[c][1,2]oxaborole-3-carboxamido)pyrrolidin-1-yl)-4-oxobutanoyl)-L-glutamic acid OB1OC(C2=C1C=CC=C2)C(=O)NC2CN(CC2NC(=O)C2C1=C(B(O2)O)C=CC=C1)C(CCC(=O)N[C@@H](CCC(=O)O)C(=O)O)=O